IC=1C=C2CCNCC2=C(C1)I 6,8-diiodo-1,2,3,4-tetrahydroisoquinoline